CC1C(C(CC(O1)O)O)O dideoxyhexose